N-[(5-Chloro-1,3-thiazol-2-yl)methyl]-2-[(3R)-3-methyl[1,4'-bipiperidin]-1'-yl]-1,3-thiazole-5-carboxamide ClC1=CN=C(S1)CNC(=O)C1=CN=C(S1)N1CCC(CC1)N1C[C@@H](CCC1)C